ClC1=CC=C(C=C1)C=1N=C2SC3=C(N2C1)C=CC(=C3)C(=O)NCCCN3CCCCC3 2-(4-chlorophenyl)-N-(3-(piperidin-1-yl)propyl)benzo[d]imidazo[2,1-b]thiazole-7-carboxamide